T-Butylperoxy-2-ethylhexyl monocarbonate C(OC(C(CCCC)CC)OOC(C)(C)C)([O-])=O